CC1=NC(=CC(=N1)NC1=NN2C(C=C(C=C2)C2=C(C=NC(=C2)C)OC2CCC(CC2)C#N)=C1)C (1s,4s)-4-((4-(2-((2,6-dimethylpyrimidin-4-yl)amino)pyrazolo[1,5-a]pyridin-5-yl)-6-methylpyridin-3-yl)oxy)cyclohexane-1-carbonitrile